methyl 4-chloro-5-fluoro-2-((4-fluoro-2-(1-((2-(6-methoxy-3-nitropyridin-2-yl)ethyl)amino)ethyl)phenyl)-amino)benzoate ClC1=CC(=C(C(=O)OC)C=C1F)NC1=C(C=C(C=C1)F)C(C)NCCC1=NC(=CC=C1[N+](=O)[O-])OC